FC1=C(OC2=CC=C(C=C2)C2=NN(C3=C2C=NC=C3OC)[C@H]3CN(CCC3)C(C(=O)O)=O)C=CC=C1OC (R)-2-(3-(3-(4-(2-fluoro-3-methoxyphenoxy)phenyl)-7-methoxy-1H-pyrazolo[4,3-c]pyridin-1-yl)piperidin-1-yl)-2-oxoacetic acid